CC=1C=C(C=CC1C(C)CCCC)O 3-Methyl-4-sec-hexylphenol